1-[(3-ethylcyclobutyl)methyl]-1,2,4-triazole-3-carboxylic acid C(C)C1CC(C1)CN1N=C(N=C1)C(=O)O